COC(C1=C(N=C(C=C1)C(F)(F)F)C1(CC1)C#N)=O 2-(1-cyanocyclopropyl)-6-(trifluoromethyl)nicotinic acid methyl ester